6-{3-[3-(3-cyclopropoxybenzenesulfonyl)propanoyl]-3,8-diazabicyclo[3.2.1]octan-8-yl}pyridine-3-carbonitrile C1(CC1)OC=1C=C(C=CC1)S(=O)(=O)CCC(=O)N1CC2CCC(C1)N2C2=CC=C(C=N2)C#N